3-bromo-2-ethyl-8-methoxy-4H-pyrido[1,2-a]pyrimidin-4-one BrC1=C(N=C2N(C1=O)C=CC(=C2)OC)CC